N-[6-(2,5-Dioxo-2,5-dihydro-1H-pyrrol-1-yl)hexanoyl]-L-valyl-L-alanyl-rel-N6-{[(1R,2S)-2-aminocyclopentyl]carbonyl}-L-lysin O=C1N(C(C=C1)=O)CCCCCC(=O)N[C@@H](C(C)C)C(=O)N[C@@H](C)C(=O)N[C@@H](CCCCNC(=O)[C@H]1[C@H](CCC1)N)C(=O)O |o1:27,35,36|